BrC1=CN(C2=CN=CC=C21)C2=C(C(=O)N(C(C)C)C(C)C)C=C(C=C2)F 2-(3-Bromo-1H-pyrrolo[2,3-c]pyridin-1-yl)-5-fluoro-N,N-diisopropyl-benzamide